[C@H](C)(CC)[C@@H]1N(CC2=C(NC1=O)C=CC=C2)C(=O)N2CC(C2)C(=O)O 1-((S)-3-((S)-sec-butyl)-2-oxo-2,3,4,5-tetrahydro-1H-benzo[e][1,4]diazepine-4-carbonyl)azetidine-3-carboxylic acid